(R,Z)-1-((5-bromo-3'-fluoro-2'-methyl-[1,1'-biphenyl]-2-yl)sulfonyl)-4-fluoro-N-(4-(methylsulfonyl)but-3-en-2-yl)piperidine-4-carboxamide BrC=1C=CC(=C(C1)C1=C(C(=CC=C1)F)C)S(=O)(=O)N1CCC(CC1)(C(=O)N[C@H](C)\C=C/S(=O)(=O)C)F